3-(aminoallyl)uracil NC=CCN1C(NC=CC1=O)=O